3-(5-((7-(6-oxa-3-azabicyclo[3.1.1]heptan-3-yl)heptyl)amino)-2-methyl-4-oxoquinazolin-3(4H)-yl)piperidine-2,6-dione C12CN(CC(O1)C2)CCCCCCCNC2=C1C(N(C(=NC1=CC=C2)C)C2C(NC(CC2)=O)=O)=O